3-((2S,5S,6R)-6-((bis(4-methoxyphenyl)(phenyl)methoxy)methyl)-5-hydroxytetrahydro-2H-pyran-2-yl)pyrimidine-2,4(1H,3H)-dione COC1=CC=C(C=C1)C(OC[C@@H]1[C@H](CC[C@H](O1)N1C(NC=CC1=O)=O)O)(C1=CC=CC=C1)C1=CC=C(C=C1)OC